ClC1=C(C=C(C(=C1)C1CCNCC1)F)O 2-Chloro-5-fluoro-4-(piperidin-4-yl)phenol